1-(1-(2,5-difluoro-4-(piperazin-1-yl)phenyl)ethyl)-3-(4-(2-(4-methoxyphenyl)-propan-2-yl)thiazol-2-yl)-urea FC1=C(C=C(C(=C1)N1CCNCC1)F)C(C)NC(=O)NC=1SC=C(N1)C(C)(C)C1=CC=C(C=C1)OC